methyl 2-bromo-2-((R)-1-methylisochroman-8-yl)acetate BrC(C(=O)OC)C=1C=CC=C2CCO[C@@H](C12)C